C(C1=CC=CC=C1)NC1=NS(C2=C(N1)C(=C(S2)Cl)C2=C(C(=CC=C2)F)F)(=O)=O N-benzyl-6-chloro-5-(2,3-difluorophenyl)-1,1-dioxo-4H-thieno[3,2-e][1,2,4]thiadiazin-3-amine